C(CC=O)C=CC=O hexenedial